4-(2-(trimethyl-silyl)ethoxy)pyrido[4,3-d]pyrimidine C[Si](CCOC=1C2=C(N=CN1)C=CN=C2)(C)C